(Z)-3-[(3,4-dimethyl-5-oxo-2H-furan-2-yl)oxy]-2-indazol-1-yl-N,N-dimethyl-prop-2-enamide CC=1C(OC(C1C)=O)O\C=C(\C(=O)N(C)C)/N1N=CC2=CC=CC=C12